1-(2-bromo-5-fluoro-phenyl)piperidin-4-ol BrC1=C(C=C(C=C1)F)N1CCC(CC1)O